(3-(dimethylcarbamoyl)-2-fluorophenyl)boronic acid CN(C(=O)C=1C(=C(C=CC1)B(O)O)F)C